8-oxa-28λ6-thia-4,10,23,25,26,29,34-heptaazaheptacyclo-[27.2.2.19,13.124,27.01,4.014,22.017,21]pentatriaconta-9(35),10,12,14,16,21,24,26-octaene-28,28-dioxide C123CCN1CCCOC=1N=CC=C(C4=CC=C5CCCC5=C4NC4=NN=C(S(N(CC2)CC3)(=O)=O)N4)C1